pentadienehexamine C(C(C(=C=C)N)(N)N)(N)(N)N